C(C)(C)(C)OC(/C=C/OC1=C(C(=CC=C1)F)C1=CC(=CC=C1)CC1N(CCCC1=O)C(=O)OC(C)(C)C)=O tert-butyl (E)-2-((2'-((3-(tert-butoxy)-3-oxoprop-1-en-1-yl)oxy)-6'-fluoro-[1,1'-biphenyl]-3-yl)methyl)-3-oxopiperidine-1-carboxylate